N-(6-(5-chloro-7-(cyclopropylamino)-6-fluoro-1H-indazol-4-yl)imidazo[1,2-a]pyrazin-2-yl)-2-fluorocyclopropane-1-carboxamide ClC=1C(=C2C=NNC2=C(C1F)NC1CC1)C=1N=CC=2N(C1)C=C(N2)NC(=O)C2C(C2)F